ClC1=CC=C(C=C1)NC(NCCC1=CC(=C(C=C1)F)F)=O 3-(4-Chlorophenyl)1-[2-(3,4-difluorophenyl)ethyl]urea